(2R,6S)-2-bromo-2',6'-dimethyl-spiro[4,5-dihydrothieno[2,3-C]pyran-7,4'-piperidine]-1'-carboxylic acid tert-butyl ester C(C)(C)(C)OC(=O)N1C(CC2(CC1C)OCCC1=C2SC(=C1)Br)C